3-(5-ethyl-2-methyl-2H-1,2,3-triazol-4-yl)-2-methoxyaniline C(C)C=1C(=NN(N1)C)C=1C(=C(N)C=CC1)OC